[Pd].[Ir] iridium-palladium